N,N-dibenzyl-2-(4-bromo-2H-1,2,3-triazol-2-yl)ethan-1-amine C(C1=CC=CC=C1)N(CCN1N=CC(=N1)Br)CC1=CC=CC=C1